Bis(p-sulfonatophenyl)-phenylphosphine dihydrate dipotassium [K+].[K+].O.O.S(=O)(=O)([O-])C1=CC=C(C=C1)P(C1=CC=CC=C1)C1=CC=C(C=C1)S(=O)(=O)[O-]